C(C)OC(=O)NC(CC(=O)OCC)=O ethyl 3-((ethoxycarbonyl)amino)-3-oxopropanoate